C1(CC1)C(=O)NN1C=CC=2C1=[N+](C=CC2)[O-] (cyclopropanecarboxamido)-1H-pyrrolo[2,3-b]pyridine 7-oxide